pyran-6-carboxylic acid O1CC=CC=C1C(=O)O